C(C)OC=C(C(=O)OCC)C(=O)OCC 1,3-diethyl 2-(ethoxymethylene)malonate